(s)-5-cyclopropyl-6-ethyl-3-((3-methoxy-5-(2-(2-(methylamino)propanamido)ethyl)phenyl)amino)pyrazine-2-carboxamide C1(CC1)C=1N=C(C(=NC1CC)C(=O)N)NC1=CC(=CC(=C1)CCNC([C@H](C)NC)=O)OC